8-methoxy-2-trifluoromethyl-quinoline-5-carboxylic acid (3,5-dichloro-1-Oxy-pyridin-4-yl)-amide COC1=C2C(=C(C=C1)C(=O)N=C3C(=CN(C=C3Cl)O)Cl)C=CC(=N2)C(F)(F)F